9-[5-[5-[(1R)-1-(3,5-dichloro-4-pyridyl)ethoxy]-1H-indazol-3-yl]pyrimidin-2-yl]-1-methyl-1,4,9-triazaspiro[5.5]undecan-5-one ClC=1C=NC=C(C1[C@@H](C)OC=1C=C2C(=NNC2=CC1)C=1C=NC(=NC1)N1CCC2(C(NCCN2C)=O)CC1)Cl